C(C)(C)(C)OC(=O)N1CC(CC1)C=1C=C2C(=NC=NC2=CC1)NC1=C(C(=C(C=C1)Cl)C#C[Si](C)(C)C)F.FC(OC1=CC=CC=C1N)(F)F 6-(trifluoromethoxy)aniline tert-butyl-3-[4-[4-chloro-2-fluoro-3-(2-trimethylsilylethynyl)anilino]quinazolin-6-yl]pyrrolidine-1-carboxylate